(R)-N-(5-fluoropyridin-3-yl)-3-(3-((1,1,1-trifluoropropan-2-yl)carbamoyl)pyrazolo[1,5-a]pyridin-5-yl)-1H-pyrrolo[2,3-b]pyridine-5-carboxamide FC=1C=C(C=NC1)NC(=O)C=1C=C2C(=NC1)NC=C2C2=CC=1N(C=C2)N=CC1C(N[C@@H](C(F)(F)F)C)=O